N-(tricyclo[6.2.0.03,6]deca-1,3(6),7-trien-2-ylcarbamoyl)-4,6,7,8-tetrahydro-5,8-ethanofuro[3,2-c]azepine-2-sulfonamide C12=C(C=3CCC3C=C2CC1)NC(=O)NS(=O)(=O)C1=CC=2CN3CCC(C2O1)CC3